CC=1N=C2N(C=C(N=C2C)C=2SC3=C(N2)SC(=C3)C3CCNCC3)C1 4-(2-{2,8-dimethylimidazo[1,2-a]pyrazin-6-yl}thieno[2,3-d][1,3]thiazol-5-yl)piperidine